4-Methyl-1-(phenylsulfonyl)-1H-indole-2-carboxylic Acid CC1=C2C=C(N(C2=CC=C1)S(=O)(=O)C1=CC=CC=C1)C(=O)O